ClC=1C=C(C=CC1C(N(C)C)=O)NC1CCN(CC1)C1CCN(CC1)C(=O)OC(C)(C)C tert-butyl 4-(3-chloro-4-(dimethylcarbamoyl)phenylamino)-1,4'-bipiperidine-1'-carboxylate